P(OCCCCCC(C)C)(OCCCCCC(C)C)OCCCCCC(C)C tri-i-octyl phosphite